S1C=C(C=C1)C1=NC(=NC(=N1)NC1=CC(=CC=C1)C(F)(F)F)C=1CCN(CC1)C(=O)OC(C)(C)C tert-butyl 4-(4-(thiophen-3-yl)-6-((3-(trifluoromethyl)phenyl)amino)-1,3,5-triazin-2-yl)-3,6-dihydropyridine-1(2H)-carboxylate